N-((1-(4-cyano-3-trifluoromethylphenyl)-1H-pyrazol-3-yl)methyl)-6-fluoropyridineamide C(#N)C1=C(C=C(C=C1)N1N=C(C=C1)CNC(=O)C1=NC(=CC=C1)F)C(F)(F)F